(S)-5-(2-(2-((5-chloro-2-(1H-tetrazol-1-yl)phenyl)amino)-2-oxoacetamido)-3-phenylpropionamido)-1H-indole-2-carboxylic acid ClC=1C=CC(=C(C1)NC(C(=O)N[C@H](C(=O)NC=1C=C2C=C(NC2=CC1)C(=O)O)CC1=CC=CC=C1)=O)N1N=NN=C1